(S)-4-(4-fluorophenyl)-N-((1-isopropylpyrrolidin-3-yl)methyl)-3,4-dihydroquinoxaline-1(2H)-carboxamide FC1=CC=C(C=C1)N1CCN(C2=CC=CC=C12)C(=O)NC[C@H]1CN(CC1)C(C)C